[In].[Mg] Magnesium-Indium